C(C)C1=NC(=CC(=C1)C=1C=C(C=CC1)C=1N=C(SC1)NC(=O)[C@H]1N(CCC1)C(=O)C1=CN(C(=C1)C)S(=O)(=O)C)C (S)-N-(4-(3-(2-ethyl-6-methylpyridin-4-yl)phenyl)thiazol-2-yl)-1-(5-methyl-1-(methylsulfonyl)-1H-pyrrole-3-carbonyl)pyrrolidine-2-carboxamide